4-Dodecyloxy-3-methoxybenzoic acid methyl ester COC(C1=CC(=C(C=C1)OCCCCCCCCCCCC)OC)=O